N,N-bis(2-ethylhexyl)-4-methyl-benzotriazole-1-methanamine C(C)C(CN(CN1N=NC2=C1C=CC=C2C)CC(CCCC)CC)CCCC